C1OC2=C(O1)C3=C(C=C2O)O/C(=C\\C4=CC=CC=C4)/C3=O The molecule is a hydroxyaurone that is aurone substituted by a hydroxy group at position 6 and a methylenedioxy group across positions 4 and 5 respectively. It has a role as a plant metabolite. It derives from an aurone.